3-(3-((difluoromethyl)sulfonyl)-5,5-difluoro-4-hydroxyl-4,5,6,7-tetrahydro-1H-indol-1-yl)-5-fluorobenzonitrile FC(S(=O)(=O)C1=CN(C=2CCC(C(C12)O)(F)F)C=1C=C(C#N)C=C(C1)F)F